C[C@@H]1N(S(OC1)(=O)=O)C(=O)OC(C)(C)C tert-butyl (4S)-4-methyl-2,2-dioxo-1,2,3-oxathiazolidine-3-carboxylate